NC1=NC(=CC(=N1)N1CCC2(C[C@H](NC2)C(=O)OCC)CC1)O[C@@H](C(F)(F)F)C1=C(C=C(C=C1)C1=CC(=C(C=C1)OCC1=CC=CC=C1)F)N1N=C(C=C1)C (S)-ethyl 8-(2-amino-6-((R)-1-(4'-(benzyloxy)-3'-fluoro-3-(3-methyl-1H-pyrazol-1-yl)-[1,1'-biphenyl]-4-yl)-2,2,2-trifluoroethoxy)pyrimidin-4-yl)-2,8-diazaspiro[4.5]decane-3-carboxylate